2'-chloro-N-(5-(5-ethyl-1-methyl-1H-pyrazole-3-carbonyl)-5,6-dihydro-4H-pyrrolo[3,4-d]thiazol-2-yl)-5'-methoxy-6-methyl-[4,4'-bipyridine]-3-carboxamide ClC1=NC=C(C(=C1)C1=C(C=NC(=C1)C)C(=O)NC=1SC2=C(N1)CN(C2)C(=O)C2=NN(C(=C2)CC)C)OC